((Tert-butyldimethylsilyloxy)methyl)aniline [Si](C)(C)(C(C)(C)C)OCNC1=CC=CC=C1